bisoleylpropylamide C(CCCCCCC\C=C/CCCCCCCC)C(CC[NH-])CCCCCCCC\C=C/CCCCCCCC